6-((2S,5R)-4-(bis(4-fluorophenyl)methyl)-5-ethyl-2-methylpiperazin-1-yl)-2-chloro-8-methyl-9H-purine FC1=CC=C(C=C1)C(N1C[C@@H](N(C[C@H]1CC)C1=C2N=C(NC2=NC(=N1)Cl)C)C)C1=CC=C(C=C1)F